NCCN1CC(NC(C1)=O)=O 4-(2-aminoethyl)piperazine-2,6-dione